O=C(NCCOCCOCC(=O)OC)COCCOCCNC(CC[C@H](NC(CC[C@H](NC(CCCCCCCCCCCCCCC(=O)OC(C)(C)C)=O)C(=O)OC(C)(C)C)=O)C(=O)OC(C)(C)C)=O (21S,26S)-21,26,42-tri-tert-butyl 1-methyl 9,18,23,28-tetraoxo-2,5,11,14-tetraoxa-8,17,22,27-tetraazadotetracontane-1,21,26,42-tetracarboxylate